[Si](C)(C)(C(C)(C)C)OC1=CC=C(C=C1)NC1=CC(=NC=C1)N(C)C N4-(4-{[tert-Butyl(dimethyl)silyl]oxy}phenyl)-N2,N2-dimethyl-pyridine-2,4-diamine